Boc-β-alanine C(=O)(OC(C)(C)C)NCCC(=O)O